(S)-N-(3-(5-chloro-1H-indol-3-yl)propyl)-4-(3-(3,4-dimethylpiperazin-1-yl)propoxy)benzenesulfonamide ClC=1C=C2C(=CNC2=CC1)CCCNS(=O)(=O)C1=CC=C(C=C1)OCCCN1C[C@@H](N(CC1)C)C